2,2'-((3-ethoxypropane-1,2-diyl)bis(oxy))bis(ethan-1-ol) C(C)OCC(COCCO)OCCO